FC(S(=O)(=O)OC1=NC2=CC(=CC(=C2C=C1C1=CC=C(C=C1)F)Br)C)(F)F 5-bromo-3-(4-fluorophenyl)-7-methylquinolin-2-yl trifluoromethanesulfonate